NC1=C2C(=NC=N1)N(N=C2C)C(C)C2=NN(C1=CC(=CC=C21)Cl)C=2C=C(C(=O)NC)C=CC2 3-(3-(1-(4-amino-3-methyl-1H-pyrazolo[3,4-d]pyrimidin-1-yl)ethyl)-6-chloro-1H-indazol-1-yl)-N-methylbenzamide